IC1=NC=2N(C(=C1)N[C@@H]1C[C@@H](CCC1)NC(OC(C)(C)C)=O)N=C(C2)C tert-Butyl ((1R,3S)-3-((5-iodo-2-methylpyrazolo[1,5-a]pyrimidin-7-yl)amino)cyclohexyl)carbamate